4-AMINO-2-HYDROXY-3,3-DIMETHYLBUTANOIC ACID NCC(C(C(=O)O)O)(C)C